8-(2-Cyclopropylmethoxy-4-trifluoromethylphenoxy)-3-(6-trifluoromethylpyridazin-3-yl)-3-azabicyclo[3.2.1]octan C1(CC1)COC1=C(OC2C3CN(CC2CC3)C=3N=NC(=CC3)C(F)(F)F)C=CC(=C1)C(F)(F)F